C(C)(C)(C)NS(=O)(=O)C1=CC=C(C=C1)N1C(C(CC2=CC=CC=C12)NC(OC(C)(C)C)=O)=O tert-butyl 1-(4-(N-tert-butylsulfamoyl)phenyl)-2-oxo-1,2,3,4-tetrahydroquinolin-3-ylcarbamate